C(C)(C)(C)OC(NC1C/C=C/[C@H](CC(NC2=CC=CC=C2C2=CN(C1=N2)COCC[Si](C)(C)C)=O)C)=O [(E)-(S)-11-Methyl-9-oxo-17-(2-trimethylsilanyl-ethoxymethyl)-8,17,19-triaza-tricyclo[14.2.1.02,7]nonadeca-1(18),2,4,6,12,16(19)-hexaen-15-yl]-carbamic acid tert-butyl ester